N-[1-(4-Fluorobenzyl)-2,3-dihydro-1H-indol-5-yl]-C-phenyl-methanesulfonamide FC1=CC=C(CN2CCC3=CC(=CC=C23)NS(=O)(=O)CC2=CC=CC=C2)C=C1